tert-butyl 6-((4-methoxybenzyl)thio)-3H-imidazo[4,5-b]pyridine-3-carboxylate COC1=CC=C(CSC=2C=C3C(=NC2)N(C=N3)C(=O)OC(C)(C)C)C=C1